FC(C1=CC=C(C=C1)C(C)N1N=CC2=C(C=CC=C12)C#CC)F 1-(1-(4-(difluoromethyl)phenyl)ethyl)-4-(propane-1-yn-1-yl)-1H-indazole